C(C)(=O)C1=C(C(=C(C(=C1O)CC=1C(=C2CCC(OC2=C(C1O)C(CCC1=CC=CC=C1)=O)(C)C)O)O)C)[O-] 2-acetyl-3,5-dihydroxy-6-methyl-4-{[5,7-dihydroxy-2,2-dimethyl-8-(1-oxo-3-phenylpropyl)-3,4-dihydro-2H-chromen-6-yl]methyl}phenolate